COC=1C=C(C=2N(C1)N=C(C2)C=2N=C1SC(=NN1C2)OC)OCC(=O)N(C)C 2-(6-methoxy-2-(2-methoxyimidazo[2,1-b][1,3,4]thiadiazol-6-yl)pyrazolo[1,5-a]pyridin-4-yloxy)-N,N-dimethylacetamide